3-((3-exo)-3-((7-(pyrimidin-2-ylamino)-1,6-naphthyridin-5-yl)amino)-8-azabicyclo[3.2.1]octan-8-yl)propionitrile N1=C(N=CC=C1)NC1=NC(=C2C=CC=NC2=C1)NC1CC2CCC(C1)N2CCC#N